2-(2,4-difluorophenyl)-3-methyl-2-[(1H-1,2,4-triazol-1-yl)methyl] ethylene oxide FC1=C(C=CC(=C1)F)C1(CO1)CN1N=C(N=C1)C